allylcyclopentadienyl-ruthenium C(C=C)[Ru]C1C=CC=C1